[6-(azepane-1-carbonyl)-1-propyl-1H-pyrazolo[4,3-c]pyridin-3-yl]-imidazo[1,2-a]pyridine-6-carbonitrile N1(CCCCCC1)C(=O)C1=CC2=C(C=N1)C(=NN2CCC)C=2N=C1N(C=C(C=C1)C#N)C2